CN1C=C(C(C(=C1)C1=CC(=CC=C1)C(F)(F)F)=O)C1=CC=CC=C1 1-Methyl-3-phenyl-5-[3-(trifluoromethyl)phenyl]pyridin-4(1H)-one